3-hydroxymethylpyridin-2(1H)one OCC=1C(NC=CC1)=O